N-[(1R)-2-[[4-(7-chloro-2-oxo-indolin-5-yl)-5-methoxy-1-methyl-pyrazol-3-yl]methyl-methyl-amino]-1-methyl-ethyl]-2-formyl-N,5-dimethyl-1H-pyrrole-3-carboxamide ClC=1C=C(C=C2CC(NC12)=O)C=1C(=NN(C1OC)C)CN(C[C@@H](C)N(C(=O)C1=C(NC(=C1)C)C=O)C)C